(E)-N-(4-(1-(4-(4-(2-((2-(2,6-dioxopiperidin-3-yl)-1,3-dioxoisoindolin-4-yl)oxy)acetyl)piperazin-1-yl)benzoyl)piperidin-4-yl)butyl)-3-(pyridin-3-yl)acrylamide O=C1NC(CCC1N1C(C2=CC=CC(=C2C1=O)OCC(=O)N1CCN(CC1)C1=CC=C(C(=O)N2CCC(CC2)CCCCNC(\C=C\C=2C=NC=CC2)=O)C=C1)=O)=O